methyl 6-chloro-1-(oxetan-3-yl)-1H-pyrrolo[2,3-b]pyridine-4-carboxylate ClC=1C=C(C2=C(N1)N(C=C2)C2COC2)C(=O)OC